1-(2,3-dihydrobenzo[b][1,4]dioxin-6-yl)-N-(1-(4-fluorophenyl)-1H-indazol-5-yl)methanimine O1C2=C(OCC1)C=C(C=C2)C=NC=2C=C1C=NN(C1=CC2)C2=CC=C(C=C2)F